2,4-dimethyl-phloroglucinol CC1=C(O)C=C(C(=C1O)C)O